FC1([C@H](C12CCN(CC2)S(=O)(=O)N)C2=NC(=NO2)C2=CC(=NC=C2)C(F)(F)F)F (2R)-1,1-difluoro-2-{3-[2-(trifluoromethyl)pyridin-4-yl]-1,2,4-oxadiazol-5-yl}-6-azaspiro[2.5]octane-6-sulfonamide